BrC1=CC=2C(N(CCC2S1)C)=O 2-bromo-5-methyl-6,7-dihydrothieno[3,2-c]pyridin-4(5H)-one